tert-Butyl 4-benzhydryl-2-(2,2-diphenylethyl)pyrrolidine-1-carboxylat C(C1=CC=CC=C1)(C1=CC=CC=C1)C1CC(N(C1)C(=O)OC(C)(C)C)CC(C1=CC=CC=C1)C1=CC=CC=C1